4-methoxy-6-(1-methylcyclopropyl)pyrimidine COC1=NC=NC(=C1)C1(CC1)C